(Z)-3-(pyrrolidin-3-yl)-1-(4-(trifluoromethyl)phenyl)prop-2-en-1-ol 2,2,2-trifluoroacetate FC(C(=O)O)(F)F.N1CC(CC1)\C=C/C(O)C1=CC=C(C=C1)C(F)(F)F